CC([C@@H](CO)O)(C)C (2S)-3,3-Dimethyl-1,2-butanediol